N-[(5-fluoropyrimidin-2-yl)methyl]-6-methyl-4-[(1-methylcyclopropyl)amino]furo[2,3-d]pyrimidine-5-carboxamide FC=1C=NC(=NC1)CNC(=O)C1=C(OC=2N=CN=C(C21)NC2(CC2)C)C